C(CCCCCCC)OC(C=1C(C(=O)OCCCCCCCC)=CC=CC1)=O.OC1CCC2=CC=CC(=C12)NC(C=C)=O N-(3-hydroxy-2,3-dihydro-1H-inden-4-yl)acrylamide di(octyl)phthalate